2-({7-amino-4-[3-(2-methoxypyridin-4-yl)-1H-indazol-5-yl]-1-oxo-2,3-dihydro-1H-isoindol-2-yl}methyl)prop-2-enenitrile NC=1C=CC(=C2CN(C(C12)=O)CC(C#N)=C)C=1C=C2C(=NNC2=CC1)C1=CC(=NC=C1)OC